NC=1C(=NC(=CC1)C1=CC=C(C=C1)F)NC(C1=CN=C(C=C1)NCCC=1C=NC=CC1)=O N-(3-amino-6-(4-fluorophenyl)pyridin-2-yl)-6-((2-(pyridin-3-yl)ethyl)amino)nicotinamide